[N+](#[C-])C1=CC=C(C(=O)NCC(NC2=CC=CC=C2)=O)C=C1 4-isocyano-N-(2-oxo-2-(phenylamino)ethyl)benzamide